1-(2-(aminomethyl)-6-cyclopropylimidazo[1,2-a]pyrazin-8-yl)-3-methylimidazolidine-2,4-dione NCC=1N=C2N(C=C(N=C2N2C(N(C(C2)=O)C)=O)C2CC2)C1